N-(tert-butyl)-2-((2-chloro-6,7-dihydro-5H-cyclopenta[d]pyrimidin-4-yl)(2-((tetrahydro-2H-pyran-2-yl)oxy)ethyl)amino)acetamide C(C)(C)(C)NC(CN(CCOC1OCCCC1)C=1C2=C(N=C(N1)Cl)CCC2)=O